5-{2-amino-[1,2,4]triazolo[1,5-a]pyridin-7-yl}-2-methoxy-6-methyl-N-(3-phenylbutyl)pyridine-3-carboxamide NC1=NN2C(C=C(C=C2)C=2C=C(C(=NC2C)OC)C(=O)NCCC(C)C2=CC=CC=C2)=N1